NC=1C=C(OCC(=O)[C@@]23O[C@@H](O[C@@H]2C[C@H]2[C@@H]4C[C@@H](C5=CC(C=C[C@@]5([C@]4([C@H](C[C@]32C)O)F)C)=O)F)CCC)C=CC1 (1S,2S,4R,6R,8S,9S,11S,12R,13S,19S)-8-[2-(3-Aminophenoxy)acetyl]-12,19-difluoro-11-hydroxy-9,13-dimethyl-6-propyl-5,7-dioxapentacyclo[10.8.0.02,9.04,8.013,18]icosa-14,17-dien-16-one